(R)-N-(2,4-dimethoxybenzyl)-2-fluoro-4-(3-(methyl(1-methylpiperidin-4-yl)amino)-3-(3-(trifluoromethyl)-phenethyl)piperidin-1-yl)-N-(pyrimidin-4-yl)benzenesulfonamide COC1=C(CN(S(=O)(=O)C2=C(C=C(C=C2)N2C[C@](CCC2)(CCC2=CC(=CC=C2)C(F)(F)F)N(C2CCN(CC2)C)C)F)C2=NC=NC=C2)C=CC(=C1)OC